FC=1C=C(C=CC1F)[C@H]1[C@@H](C1)NC1=C2N=CN(C2=NC(=N1)SC)CC N-((1R,2S)-2-(3,4-difluorophenyl)cyclopropyl)-9-ethyl-2-(methylsulfanyl)-9H-purin-6-amine